trans-10,11-Dihydroxy-5,6,6a,7,8,12b-hexahydrobenzo[a]phenanthridine OC1=CC2=C([C@@H]3C=4C=CC=CC4CN[C@H]3CC2)C=C1O